N-(3-methyl-2-oxo-1-(5-((3-oxoisobenzofuran-1(3H)-ylidene)methyl)pyridin-3-yl)indolin-3-yl)ethanesulfonamide CC1(C(N(C2=CC=CC=C12)C=1C=NC=C(C1)C=C1OC(C2=CC=CC=C12)=O)=O)NS(=O)(=O)CC